2-(3,4-dimethoxyphenyl)-5-(1-(1-isobutylpyrrolidin-3-yl)piperidin-4-yl)-3-methyl-1H-indole COC=1C=C(C=CC1OC)C=1NC2=CC=C(C=C2C1C)C1CCN(CC1)C1CN(CC1)CC(C)C